The molecule is the L-enantiomer of phenylalanine. It has a role as a nutraceutical, a micronutrient, an Escherichia coli metabolite, a Saccharomyces cerevisiae metabolite, a plant metabolite, an algal metabolite, a mouse metabolite, a human xenobiotic metabolite and an EC 3.1.3.1 (alkaline phosphatase) inhibitor. It is an erythrose 4-phosphate/phosphoenolpyruvate family amino acid, a proteinogenic amino acid, a phenylalanine and a L-alpha-amino acid. It is a conjugate base of a L-phenylalaninium. It is a conjugate acid of a L-phenylalaninate. It is an enantiomer of a D-phenylalanine. It is a tautomer of a L-phenylalanine zwitterion. C1=CC=C(C=C1)C[C@@H](C(=O)O)N